6-(1-acryloylpiperidine-4-yl)-2-(4-phenoxyphenyl)pyridine-3-carbonitrile C(C=C)(=O)N1CCC(CC1)C1=CC=C(C(=N1)C1=CC=C(C=C1)OC1=CC=CC=C1)C#N